1-((1H-indol-5-yl)sulfonyl)-N-(3-chloro-4-fluorophenyl)-1H-pyrrole-3-carboxamide N1C=CC2=CC(=CC=C12)S(=O)(=O)N1C=C(C=C1)C(=O)NC1=CC(=C(C=C1)F)Cl